BrC=1C(=NC=C(C1)F)N1N=CC(=C1C(F)(F)F)C(=O)NC=1C=NC(=C(C1)C#N)N1N=CC=N1 1-(3-bromo-5-fluoropyridin-2-yl)-N-(5-cyano-6-(2H-1,2,3-triazol-2-yl)pyridin-3-yl)-5-(trifluoromethyl)-1H-pyrazole-4-carboxamide